(+/-)-2-(5-{1-[(cyclopropylmethyl)amino]methyl}-1,3,4-oxadiazol-2-yl)-N-[(3R,4S)-3-fluoro-1-methylpiperidin-4-yl]-1-(2,2,2-trifluoroethyl)-1H-indol-4-amine C1(CC1)CNCC1=NN=C(O1)C=1N(C=2C=CC=C(C2C1)N[C@@H]1[C@@H](CN(CC1)C)F)CC(F)(F)F |r|